2',4'-Dichloro-N-[(1S)-2-(3-cyanophenyl)-1-(1,3-thiazol-2-yl)ethyl]-[1,1'-biphenyl]-3-sulfonamide ClC1=C(C=CC(=C1)Cl)C1=CC(=CC=C1)S(=O)(=O)N[C@@H](CC1=CC(=CC=C1)C#N)C=1SC=CN1